C(C)(=O)N1CC(CC1)(C)N1C=C2C(N=C(N=C2N[C@H](C)C2=C(C(=CC=C2)C(F)F)F)C)=C(C1=O)OC 6-(1-acetyl-3-methylpyrrolidin-3-yl)-4-(((R)-1-(3-(difluoromethyl)-2-fluorophenyl)ethyl)amino)-8-methoxy-2-methylpyrido[4,3-d]pyrimidine-7(6H)-one